ClC1=C(C(=O)NC2CC2)C=CC(=C1)Cl 2,4-dichloro-N-cyclopropylbenzamide